2-ethylhexyl-oxetan C(C)C(CC1OCC1)CCCC